FC1=CC(=CC2=C(N(N=C12)C)C(C)C)C1=CC(=NC=C1C)NC(=O)[C@@H]1C[C@@H](CCC1)NC(OC(C)(C)C)=O tert-butyl ((1R,3S)-3-((4-(7-fluoro-3-isopropyl-2-methyl-2H-indazol-5-yl)-5-methylpyridin-2-yl)carbamoyl)cyclohexyl)carbamate